Ethyl 2-[4-({(2-methoxybenzyl) [1-(tetrahydro-2H-pyran-2-yl)-1H-indazol-6-yl]amino}carbonyl)-1,5-dimethyl-1H-pyrrol-2-yl]-4-nitrobenzoate COC1=C(CN(C(=O)C=2C=C(N(C2C)C)C2=C(C(=O)OCC)C=CC(=C2)[N+](=O)[O-])C2=CC=C3C=NN(C3=C2)C2OCCCC2)C=CC=C1